C(C)(C)(C)OC(N[C@@H](C)C=1N(N=C(N1)Br)C1=NC=CC=N1)=O N-[(1S)-1-(5-bromo-2-pyrimidin-2-yl-1,2,4-triazol-3-yl)ethyl]carbamic acid tert-butyl ester